6-chloro-indolyl isonitrile ClC1=CC=C2C=C(NC2=C1)[N+]#[C-]